OC(C)N1CN(CC1)C (dl)-1-hydroxyethyl-3-methylimidazolidine